(3r,4s)-3-hydroxy-4-allyl-pyrrolidine-1-carboxylic acid tert-butyl ester C(C)(C)(C)OC(=O)N1C[C@@H]([C@H](C1)CC=C)O